2-Hydroxybicyclo[4.2.0]octan-7-one OC1C2CC(C2CCC1)=O